(R)-1-(1-(1H-imidazol-4-yl)ethyl)-4-(azetidin-1-yl)-7-(trifluoromethyl)quinazolin-2(1H)-one N1C=NC(=C1)[C@@H](C)N1C(N=C(C2=CC=C(C=C12)C(F)(F)F)N1CCC1)=O